4-{[1,1'-biphenyl]-4-yl}-3-bromo-1,1'-biphenyl C1(=CC=C(C=C1)C1=C(C=C(C=C1)C1=CC=CC=C1)Br)C1=CC=CC=C1